(1-(1-(2,4-bis(trifluoromethyl)phenyl)ethyl)-1H-pyrazol-4-yl)-2-(pyridin-2-yl)thiazole-5-carboxamide FC(C1=C(C=CC(=C1)C(F)(F)F)C(C)N1N=CC(=C1)C=1N=C(SC1C(=O)N)C1=NC=CC=C1)(F)F